O1C=CC2=C1C=CC=C2[C@H]2[C@@H](C2)C(=O)OCC Ethyl trans-2-(1-benzofuran-4-yl)cyclopropane-1-carboxylate